2'-(ethoxymethyl)-N-(methoxymethyl)-[1,1'-biphenyl]-2-sulfonamide C(C)OCC1=C(C=CC=C1)C=1C(=CC=CC1)S(=O)(=O)NCOC